OC1=C(C=C(C=C1)CC=O)OC 2-(4-hydroxy-3-methoxyphenyl)-ethanon